C(C=C)N1N(C2=NC(=NC=C2C1=O)NC=1C=NC=C(C1)F)C1=NC(=CC=C1)OC1CCN(CC1)C 2-allyl-6-(5-fluoro-3-pyridylamino)-1-[6-(1-methyl-4-piperidyloxy)-2-pyridyl]-1,2-dihydro-3H-1,2,5,7-tetraazainden-3-one